5-isopropylthiophene-2-carboxylic acid methyl ester COC(=O)C=1SC(=CC1)C(C)C